(S)-4-((1-(4-chloro-8-(4-fluoro-3,5-dimethoxyphenyl)-1-oxo-2-phenyl-1,2-dihydroisoquinolin-3-yl)ethyl)amino)pyrido[2,3-d]pyrimidin-5(8H)-one ClC1=C(N(C(C2=C(C=CC=C12)C1=CC(=C(C(=C1)OC)F)OC)=O)C1=CC=CC=C1)[C@H](C)NC=1C2=C(N=CN1)NC=CC2=O